C(C)(C)(C)OC(=O)N1CC2(CC1)CCN(CC2)C=2C1=C(N=C(N2)C2=CC=NC=C2)C=NC=C1Cl 8-(5-chloro-2-(pyridin-4-yl)pyrido[3,4-d]pyrimidin-4-yl)-2,8-diazaspiro[4.5]decane-2-carboxylic acid tert-butyl ester